N[C@H](C(=O)O)CC(=O)NC1=NC(N(C=C1)[C@@H]1O[C@@H]([C@H]([C@@H]1O)O)CO)=O (2S)-2-amino-4-[[1-[(2r,3s,4S,5r)-3,4-dihydroxy-5-(hydroxymethyl)oxolane-2-yl]-2-oxopyrimidin-4-yl]amino]-4-oxobutanoic acid